(6aR,8R)-8-((5-(chloromethyl)pyridin-2-yl)oxy)-2-(3,5-difluoro-2-methoxy-phenyl)-6a-ethyl-5,6,6a,7,8,9-hexahydropyrrolo[1',2':4,5]pyrazino[2,3-c]pyridazine ClCC=1C=CC(=NC1)O[C@@H]1C[C@]2(N(C=3C(=NN=C(C3)C3=C(C(=CC(=C3)F)F)OC)NC2)C1)CC